COC1=CC=C(CNC=2N=C(C3=C(N2)C=CS3)C=3C=NN(C3)CC3=CC=CC(=N3)C(C)(C)O)C=C1 2-(6-((4-(2-((4-methoxybenzyl)amino)thieno[3,2-d]pyrimidin-4-yl)-1H-pyrazol-1-yl)methyl)pyridin-2-yl)propan-2-ol